methyl 3-bromo-2-(bromomethyl)benzoate BrC=1C(=C(C(=O)OC)C=CC1)CBr